tri-(methyl hexyl) phosphate P(=O)(OC(CCCCC)C)(OC(CCCCC)C)OC(CCCCC)C